ClC=1C=C(C=C2C=C(N=CC12)NC(=O)[C@H]1[C@H](C1)F)N1[C@@H](CCC1=O)CC |&1:19| (±)-cis-N-(8-chloro-6-(2-ethyl-5-oxopyrrolidin-1-yl)isoquinolin-3-yl)-2-fluorocyclopropanecarboxamide